C(C)C(C(=O)[O-])CCCC.[Zn+2].C(C)C(C(=O)[O-])CCCC zinc(II) 2-ethylcaproate